4-bromo-1-cyclopropyltriazole BrC=1N=NN(C1)C1CC1